(6S,8S)-N-(5-chloro-6-(2H-1,2,3-triazol-2-yl)pyridin-3-yl)-8-(1-cyclopropyl-1H-pyrazol-3-yl)-2-fluoro-8-methyl-7,8-dihydro-6H-cyclopenta[e]pyrazolo[1,5-a]pyrimidine-6-carboxamide ClC=1C=C(C=NC1N1N=CC=N1)NC(=O)[C@H]1C[C@](C2=C1C=NC=1N2N=C(C1)F)(C)C1=NN(C=C1)C1CC1